2-(1-bromoethyl)-5-phenylpyrazine BrC(C)C1=NC=C(N=C1)C1=CC=CC=C1